(2S)-2-(2-aminoacetamido)-N-(2-((4-((4-(3-((2-(2,6-dioxopiperidin-3-yl)-1-oxoisoindolin-5-yl)methyl)ureido)phenoxy)methyl)benzyl)amino)-2-oxoethyl)-3-phenylpropanamide NCC(=O)N[C@H](C(=O)NCC(=O)NCC1=CC=C(C=C1)COC1=CC=C(C=C1)NC(=O)NCC=1C=C2CN(C(C2=CC1)=O)C1C(NC(CC1)=O)=O)CC1=CC=CC=C1